1-chloro-4,5-dimethoxy-2-methylbenzene ClC1=C(C=C(C(=C1)OC)OC)C